2-(2-(2'-fluoro-[1,1'-biphenyl]-4-yl)ethyl)-5-(pyridin-3-yl)-1,3,4-oxadiazole FC1=C(C=CC=C1)C1=CC=C(C=C1)CCC=1OC(=NN1)C=1C=NC=CC1